5-fluoro-N-methylbenzamide FC=1C=CC=C(C(=O)NC)C1